[1-[[(2-methylpropan-2-yl)oxycarbonylamino]methyl]-2-oxabicyclo[3.1.1]heptan-5-yl]methyl methanesulfonate CS(=O)(=O)OCC12CCOC(C1)(C2)CNC(=O)OC(C)(C)C